COC1=C(C=CC=C1)NC1=NC=C(C(=N1)NC1=CC=C(C=C1)OC)C(=O)O 2-((2-methoxyphenyl)amino)-4-((4-methoxyphenyl)amino)pyrimidine-5-carboxylic acid